methylenestyrene-acrylonitrile C=C1C(C=CC=CC#N)C=CC=C1